BrC1=C(C=CC(=C1)OC)C1=C(C=CC=C1)C#C[Si](C)(C)C ((2'-bromo-4'-methoxy-[1,1'-biphenyl]-2-yl)ethynyl)trimethylsilane